vinyl-propyltrimethoxysilane C(=C)CO[Si](OC)(OC)CCC